1-{6-[(4-chlorobenzyl)amino]-4-[(5-methyl-1H-pyrazol-3-yl)amino]-1H-pyrazolo[3,4-d]pyrimidin-1-yl}-2-methylpropan-2-ol ClC1=CC=C(CNC2=NC(=C3C(=N2)N(N=C3)CC(C)(O)C)NC3=NNC(=C3)C)C=C1